2-chloro-N-(5-methyl-1,3,4-oxadiazol-2-yl)-3-methylsulfanyl-4-(trifluoromethoxy)benzamide ClC1=C(C(=O)NC=2OC(=NN2)C)C=CC(=C1SC)OC(F)(F)F